FC=1C=C(C=NC1F)N 5,6-difluoropyridin-3-amine